1-(azepan-1-yl)-3-{[6-methyl-2-(pyridin-2-yl)pyrimidin-4-yl]amino}propan-1-one N1(CCCCCC1)C(CCNC1=NC(=NC(=C1)C)C1=NC=CC=C1)=O